FC1=CC=C(C(=O)N[C@@]2([C@H](C2)C)C=2N=C3[C@@H]4[C@H](CN(C3=CC2)C2=NC(=NC=C2)C)C4)C=C1 4-fluoro-N-((1S,2S)-2-methyl-1-((6aR,7aS)-5-(2-methyl-pyrimidin-4-yl)-6,6a,7,7a-tetra-hydro-5H-cyclopropa[c][1,5]naphthyridin-2-yl)cyclopropyl)-benzamide